C1(CCCCCC1)C1=NC2=CC=CC=C2C(N1)=O 2-cycloheptylquinazolin-4(3H)-one